(Z)-5-(8-(7-Acetyl-3-ethyl-5,6,7,8-tetrahydroimidazo[1,5-a]pyrazin-1-yl)isoquinolin-3-yl)-N-(3-(2-(2,6-dioxopiperidin-3-yl)-1-oxoisoindolin-4-yl)-2-fluoroallyl)picolinamide C(C)(=O)N1CC=2N(CC1)C(=NC2C=2C=CC=C1C=C(N=CC21)C=2C=CC(=NC2)C(=O)NC/C(=C/C2=C1CN(C(C1=CC=C2)=O)C2C(NC(CC2)=O)=O)/F)CC